N-(9,9-dimethyl-9H-fluoren-2-yl)-N-(3',3',4',7'-tetramethyl-2',3'-dihydrospiro[fluorene-9,1'-inden]-2-yl)benzo[d][1,3]dioxol-5-amine CC1(C2=CC=CC=C2C=2C=CC(=CC12)N(C1=CC2=C(OCO2)C=C1)C1=CC2=C(C=C1)C1=CC=CC=C1C21CC(C2=C(C=CC(=C12)C)C)(C)C)C